4-(Dimethylamino)-1-(pyridin-4-ylmethyl)-7-(trifluoromethyl)pyrido[2,3-d]pyrimidin-2(1H)one CN(C=1C2=C(N(C(N1)=O)CC1=CC=NC=C1)N=C(C=C2)C(F)(F)F)C